(E)-3-(3-Hydroxy-4-methoxyphenyl)-1-[2-hydroxy-4-(3-methylbut-2-enoxy)phenyl]prop-2-en-1-one OC=1C=C(C=CC1OC)/C=C/C(=O)C1=C(C=C(C=C1)OCC=C(C)C)O